N-tert-butyl-2-(4-cyano-1-piperidinyl)acetamide C(C)(C)(C)NC(CN1CCC(CC1)C#N)=O